S1N=C(C2=C1C=CC=C2)N2CCN(CC2)CCCCN2C(N1C(CC2=O)CC(C1)F)=O 2-[4-(4-Benzo[d]isothiazol-3-yl-piperazin-1-yl)-butyl]-6-fluoro-tetrahydro-pyrrolo[1,2-c]pyrimidine-1,3-dione